(13Z)-13-docosenoic acid C(CCCCCCCCCCC\C=C/CCCCCCCC)(=O)O